5-(6-cyclopropylimidazo[1,2-a]pyridin-2-yl)-N-((3-fluoro-4-methoxypyridin-2-yl)methyl)-6,7-dihydro-5H-pyrrolo[1,2-a]imidazole-2-carboxamide C1(CC1)C=1C=CC=2N(C1)C=C(N2)C2CCC=1N2C=C(N1)C(=O)NCC1=NC=CC(=C1F)OC